2-(1-(8,8-Difluoro-2-(methylthio)-5,6,7,8-tetrahydroquinazolin-4-yl)azetidin-3-yl)acetic acid Methyl ester COC(CC1CN(C1)C1=NC(=NC=2C(CCCC12)(F)F)SC)=O